O=C1NC=CC=C1C(=O)N 2-OXO-1,2-DIHYDROPYRIDIN-3-CARBOXAMID